3-(3-Fluorophenyl)-1-sulfamoyl-pyrrole-2-carboxylic acid FC=1C=C(C=CC1)C1=C(N(C=C1)S(N)(=O)=O)C(=O)O